FC(C=1C=NC=CC1CCCC(=O)O)(F)F 3-(trifluoromethyl)-4-pyridinebutanoic acid